Cl.Cl.N(=NC(C(=N)NCC=C)(C)C)C(C(=N)NCC=C)(C)C 2,2'-azobis[2-methyl-N-2-propenylpropanamidine] Dihydrochloride